3,4-dihydro-1H-2,1-benzothiazin-4-ol N1SCC(C2=C1C=CC=C2)O